C(C(=C)C)(=O)OC(C)CCCC hexan-2-yl methacrylate